BrCCCCCCCCCCCCCCCCCCBr 1,18-dibromooctadecane